2-(2-(ethylsulfanyl)-7-(4-fluorophenyl)pyrazolo[1,5-a]pyrimidin-3-yl)-3-methyl-6-(trifluoromethyl)-3H-imidazo[4,5-b]pyridine C(C)SC1=NN2C(N=CC=C2C2=CC=C(C=C2)F)=C1C1=NC=2C(=NC=C(C2)C(F)(F)F)N1C